(oxetan-3-yloxy)aniline O1CC(C1)ONC1=CC=CC=C1